BrC=1C=CC=2N(C1)C=C(N2)C(C)(F)F 6-bromo-2-(1,1-difluoroethyl)imidazo[1,2-a]pyridine